C12(C=CC3=CC=CC(=C13)O)C=CC1=CC=CC(=C12)O spirobi[indene]-7,7'-diol